C(CC)C=1OC(=CC1)CCC 2,5-di-n-propylfuran